[C@H]12CN(C[C@H](CC1)N2)C2=NC(=NC1=CC(=C(C=C21)Cl)C2=CC(=CC1=CC=CC=C21)O)OC[C@H]2N(CCC2)C 4-(4-((1R,5S)-3,8-diazabicyclo[3.2.1]octan-3-yl)-6-chloro-2-(((S)-1-methylpyrrolidin-2-yl)methoxy)quinazolin-7-yl)naphthalen-2-ol